COC=1C=C2C(=NC=NC2=CC1OC)N1CCC2(CCN(C2)[S@](=O)(=N)C)CC1 (R)-8-(6,7-dimethoxyquinazolin-4-yl)-2-(S-methylsulfonimidoyl)-2,8-diazaspiro[4.5]decane